C(C1=CC=CC=C1)OC1=NC(=CC=C1C1=CC=C(C=C1)N1C[C@@H](CC1)C(=O)O)OCC1=CC=CC=C1 (R)-1-(4-(2,6-bis(benzyloxy)pyridin-3-yl)phenyl)pyrrolidine-3-carboxylic acid